4-(2-Cyclopropyl-benzyl)-6-[1-(2-fluoro-6-methyl-phenyl)-piperidin-4-yl]-2-methyl-2,4,6,7-tetrahydro-pyrazolo[4,3-d]pyrimidin-5-one C1(CC1)C1=C(CN2C(N(CC=3C2=CN(N3)C)C3CCN(CC3)C3=C(C=CC=C3C)F)=O)C=CC=C1